FC1=C(C(=O)OC)C=CC(=C1CC(=C)C)O Methyl 2-fluoro-4-hydroxy-3-(2-methylallyl)benzoate